CC1(C2=CC=CC=C2N(C=2C=CC=CC12)C1=C2N=CC=NC2=C(C=C1)N1C=2C=CC=CC2C(C2=CC=CC=C12)(C)C)C 5,8-bis(9,9-dimethylacridine-10(9H)-yl)quinoxaline